N-(1-(3-chloro-2-fluorophenyl)propyl)cyclopropylamine ClC=1C(=C(C=CC1)C(CC)NC1CC1)F